C(C)C(C(=O)O)CCCC.[Mo] molybdenum 2-ethylhexanoic acid